8-Bromo-3,10-dimethyl-2,3,4,4a,5,6-hexahydro-1H-pyrazino[1,2-a]quinoline BrC=1C=C2CCC3N(C2=C(C1)C)CCN(C3)C